(2S)-4-oxo-2-(3-thiazolidinecarbonyl)-1-pyrrolidinecarboxylic acid tert-butyl ester C(C)(C)(C)OC(=O)N1[C@@H](CC(C1)=O)C(=O)N1CSCC1